C1=CC=CC=2C34CC(CC=C3C(=CC12)NCC4)=NO 9,4b-(epiminoethano)phenanthren-6(7H)-one oxime